N1N=CC=2C1=NC=NC2NC(C(=O)O)CCCCCCCC2=NC=1NCCCC1C=C2 2-((1H-pyrazolo[3,4-d]pyrimidin-4-yl)amino)-9-(5,6,7,8-tetrahydro-1,8-naphthyridin-2-yl)nonanoic acid